C(CCC)C=1C=CC2=C(N=C(O2)C=2SC(=CC2)C=2OC3=C(N2)C=C(C=C3)CCCC)C1 2,5-bis(5-butyl-2-benzoxaazolyl)thiophene